C(C)(=O)N1C=2N(CC1C(=O)OCC)C=C(N2)C2=NC(=CC=C2)C Ethyl 1-acetyl-6-(6-methylpyridin-2-yl)-2,3-dihydro-1H-imidazo[1,2-a]imidazole-2-carboxylate